ethyl N-(4-hydroxybutanoyl)-3-(2-methoxypyridin-4-yl)alaninate OCCCC(=O)N[C@@H](CC1=CC(=NC=C1)OC)C(=O)OCC